COC=1C(=C2C=CN(C2=C(C1)C)C(=O)OC(C)(C)C)CN1C(CN(CC1)C)C=1C=NC(=CC1)C(=O)OC tert-Butyl 5-methoxy-4-((2-(6-(methoxycarbonyl)pyridin-3-yl)-4-methylpiperazin-1-yl)methyl)-7-methyl-1H-indole-1-carboxylate